CC1=NON=C1C1=NC2=C(N1CC=1C=NC(=CC1)SC)C=CC=C2 3-methyl-4-(1-((6-(methylthio)pyridin-3-yl)methyl)-benzoimidazol-2-yl)-1,2,5-oxadiazole